FC1=CC=C(C=C1)C1CN(C1)CC1=CC(=NC=C1)C=1C=C2CN(C(C2=CC1)=O)C1C(NC(CC1)=O)=O 3-(5-(4-((3-(4-fluorophenyl)azetidin-1-yl)methyl)pyridin-2-yl)-1-oxoisoindolin-2-yl)piperidine-2,6-dione